C(C)OC(C(C(C(F)F)=O)=CN1CCCCC1)=O 4,4-difluoro-3-oxo-2-piperidin-1-ylmethylene-butyric acid ethyl ester